2-methoxy-6-[6-(methylaminomethyl)-3-pyridinyl]-5-methyl-3-phenyl-isoxazole-4-carboxamide CON1OC(=C(C1C1=CC=CC=C1C=1C=NC(=CC1)CNC)C(=O)N)C